2-(4-amino-4-methylpiperidin-1-yl)-N-(5-cyclopropyl-4-fluoro-1H-pyrazol-3-yl)-6-(piperidin-4-yl)quinazolin-4-amine, tri-hydrochloride salt Cl.Cl.Cl.NC1(CCN(CC1)C1=NC2=CC=C(C=C2C(=N1)NC1=NNC(=C1F)C1CC1)C1CCNCC1)C